2-(hydroxymethyl)-1-{[2-(trimethylsilyl)ethoxy]methyl}-1,6-dihydro-7H-pyrrolo[2,3-c]pyridin-7-one OCC1=CC2=C(C(NC=C2)=O)N1COCC[Si](C)(C)C